4-(isocyanatomethyl)octamethylenediisocyanate N(=C=O)CC(CCCN=C=O)CCCCN=C=O